[C@@H]12CN(C[C@H]2CC1)C1=NC=C(C=C1C(=O)NC1=CC(=NC=C1)S(=O)(=O)C)C(F)(F)F 2-[(1r,5s)-3-azabicyclo[3.2.0]hept-3-yl]-N-(2-methylsulfonyl-4-pyridinyl)-5-(trifluoromethyl)pyridine-3-carboxamide